[Pb](=O)=O.[Sb] antimony lead dioxide